C(C)(C)(C)OC(=O)N1CCC(CC1)OC1CC(C1)OC1=NC=C(C=C1)C=1C=CC=2C3=C(NC2C1)C=CN=C3 4-[3-[[5-(5H-pyrido[4,3-b]indol-7-yl)-2-pyridinyl]oxy]cyclobutoxy]piperidine-1-carboxylic acid tert-butyl ester